3-bromo-4-Fluorobenzyl bromide BrC=1C=C(CBr)C=CC1F